C1(CC1)C1=NNC=C1NC=1N=CC2=C(N1)N(C(C21CC1)=O)[C@H]1C[C@@H](CCC1)O 2'-((3-cyclopropyl-1H-pyrazol-4-yl)amino)-7'-((1R,3R)-3-hydroxycyclohexyl)spiro[cyclopropane-1,5'-pyrrolo[2,3-d]pyrimidin]-6'(7'H)-one